C1(CC1)COC=1C=CC(=NC1)C(C(=O)N)(C)N1CC(C(C1)C1=CNC(C=C1)=O)(F)F (5-(cyclopropylmethoxy)pyridin-2-yl)-2-(3,3-difluoro-4-(6-oxo-1,6-dihydropyridin-3-yl)pyrrolidin-1-yl)propanamide